(4-methyl-1-((5-amino-1-p-toluenesulfonyl-1H-pyrrolo[2,3-b]pyridine-4-yl)amino)piperidin-4-yl)methyl methanesulfonate CS(=O)(=O)OCC1(CCN(CC1)NC1=C2C(=NC=C1N)N(C=C2)S(=O)(=O)C2=CC=C(C)C=C2)C